FC=1C(=NC(=NC1)N[C@H]1[C@@H](COCC1)O)C=1C=C2C(=C(C=NC2=CC1)[C@@H](C)N1C[C@@H](CC1)F)C(C)C (3S,4R)-4-((5-fluoro-4-(3-((R)-1-((R)-3-fluoropyrrolidin-1-yl)ethyl)-4-isopropylquinolin-6-yl)pyrimidin-2-yl)amino)tetrahydro-2H-pyran-3-ol